FC1(OC2=C(O1)C=CC(=C2)C2(CC2)C(=O)N[C@@H]2C[C@@H](OC1=CC(=CC=C21)OC)C2=CC=C(C(=O)O)C=C2)F 4-[(2R,4R)-4-({[1-(2,2-difluoro-1,3-benzodioxol-5-yl)cyclopropyl]carbonyl}amino)-7-methoxy-3,4-dihydro-2H-chromen-2-yl]benzoic acid